C(N)(O[C@@]1(C(CCC2=CC(=C(C=C12)F)C1=CC(=CC=C1)OCCC)(C)C)[C@@H]1CN2CCC1CC2)=O (S)-quinuclidin-3-yl((R)-7-fluoro-2,2-dimethyl-6-(3-propoxyphenyl)-1,2,3,4-tetrahydronaphthalen-1-yl) carbamate